[N+](=O)([O-])C=1C=NC2=CC=CC=C2C1N[C@@H](CC1=CC=C(C=C1)O)CCCC 4-[(2R)-2-[(3-nitro-4-quinolyl)amino]hexyl]phenol